6-(4-Bromo-2-chloro-phenylamino)-7-fluoro-3-methyl-3H-benzoimidazol BrC1=CC(=C(C=C1)NC=1C=CC2=C(N=CN2C)C1F)Cl